NC=1C(=CC(=NC1C(=O)N)C1=NC(=CC=C1)NC(CC)C1=CC=CC=C1)C1=C2C=NNC2=CC=C1C 5-amino-4-(5-methyl-1H-indazol-4-yl)-6'-((1-phenylpropyl)amino)-[2,2'-bipyridine]-6-carboxamide